C(CCCCCCC#C)CS(=O)(=O)O.FC(C1=CC(=NC=C1)N1CCNCC1)(F)F 4-(4-(trifluoromethyl)pyridin-2-yl)piperazine non-8-ynyl-methanesulfonate